3-(6-(1-((5-(3,3-difluoroazetidin-1-yl)pyrimidin-2-yl)methyl)-1H-pyrazol-4-yl)benzo[d]isoxazol-3-yl)piperidine-2,6-dione FC1(CN(C1)C=1C=NC(=NC1)CN1N=CC(=C1)C1=CC2=C(C(=NO2)C2C(NC(CC2)=O)=O)C=C1)F